C(C=C)(=O)N1CCN(CC1)C1=C(C(=NC2=C(C(=C(C=C12)Cl)C1=CC=C(C2=C1N=C(S2)N)F)F)NC)C#N 4-(4-Acryloylpiperazin-1-yl)-7-(2-amino-7-fluorobenzo[d]thiazol-4-yl)-6-chloro-8-fluoro-2-(methyl-Amino)quinoline-3-carbonitrile